(2S)-4-(4-chlorophenyl)-2-(methylamino)butanoic acid ClC1=CC=C(C=C1)CC[C@@H](C(=O)O)NC